I.C(C)(C)(C)OC(=O)NCC(=N)SC methyl 2-((tert-butoxycarbonyl)amino)ethanimidothioate hydroiodide